6-((4-(2-Aminothieno[3,2-d]pyrimidin-4-yl)-1H-1,2,3-triazol-1-yl)methyl)pyridine NC=1N=C(C2=C(N1)C=CS2)C=2N=NN(C2)CC2=CC=CC=N2